3-ethylcyclohexane-1-one C(C)C1CC(CCC1)=O